BrC=1C=C(C(=CC1OC)C1=C(C=CC=C1)C#C[Si](C)(C)C)C(=O)NC(C)(C)C 4-bromo-N-(tert-butyl)-5-methoxy-2'-((trimethylsilyl)ethynyl)-[1,1'-biphenyl]-2-carboxamide